(S)-8-(8-fluoro-6-methyl-2,6-diazaspiro[3.4]octan-2-yl)-6-methyl-N-(1-(methylsulfonyl)piperidin-4-yl)pyrido[3,4-d]pyrimidin-2-amine F[C@@H]1CN(CC12CN(C2)C2=NC(=CC1=C2N=C(N=C1)NC1CCN(CC1)S(=O)(=O)C)C)C